C[Si](CCCNC1=NC(=NC(=N1)S)S)(OCC)C 6-(3-(dimethylmonoethoxysilyl)propylamino)-1,3,5-triazine-2,4-dithiol